(RS)-3-methyl-5,6-dihydro-8H-imidazo[5,1-c][1,4]oxazin CC1=NC=C2COCCN21